hydroxyfolic acid OC(C(=O)O)C[C@@H](C(=O)O)NC(=O)C1=CC=C(NCC2=CN=C3N=C(N)NC(=O)C3=N2)C=C1